picolinimidamide N1=C(C=CC=C1)C(N)=N